NCCCCOC/C=C/C(=O)N1C[C@@H](CCC1)N1N=C(C=2C1=NC=NC2N)C2=CC=C(C=C2)OC2=CC=CC=C2 (E)-4-(4-aminobutoxy)-1-[(3R)-3-[4-amino-3-(4-phenoxyphenyl)pyrazolo[3,4-d]pyrimidin-1-yl]-1-piperidyl]but-2-en-1-one